methyl 4-acetoxyimino-5-[9-ethyl-6-(2-methylbenzoyl)-9H-carbazol-3-yl]-5-oxopentanoate C(C)(=O)ON=C(CCC(=O)OC)C(=O)C=1C=CC=2N(C3=CC=C(C=C3C2C1)C(C1=C(C=CC=C1)C)=O)CC